C1(CC1)C=1C=CC(=NC1F)[C@@H](NC(=O)[C@H]1N(C[C@H]([C@@H]1O)F)C(CN1N=NN=C1C(F)F)=O)C1=CC=CC=C1 (2S,3R,4R)-N-[(S)-(5-cyclopropyl-6-fluoropyridin-2-yl)(phenyl)methyl]-1-{2-[5-(difluoromethyl)-1H-1,2,3,4-tetrazol-1-yl]acetyl}-4-fluoro-3-hydroxypyrrolidine-2-carboxamide